C[C@H]1[C@H]2[C@H]([C@H]([C@H]3[C@@H]4CC[C@H]5C[C@@H](CC[C@]5(C)[C@H]4CC[C@]23C)O)O)O[C@]12CC[C@@H](C)CO2 (3α,5α,15β,25R)-Spirostan-3,15-diol